C(C)C1=C(C=2C=C3C(=C(C(=CC=4[C@H]([C@@H](C(=C(C5=CC(=C(N5)C=C1N2)C)C)N4)CCC(=O)N(C)CCCO)C)N3)C)C=C)C 3-((7s,8s)-18-ethyl-2,5,8,12,17-pentamethyl-13-vinyl-7h,8h-porphyrin-7-yl)-N-(3-hydroxypropyl)-N-methylpropanamide